C(C)OC1=C(C(=O)NC[C@@H](O)[C@H]2N(CC3=CC(=CC=C3C2)OCOC)C(=O)OC(C)(C)C)C=CC(=C1)C(=O)N1C2COCC1CC2 tert-butyl (3S)-3-[(1R)-2-[[2-ethoxy-4-(3-oxa-8-azabicyclo[3.2.1]octane-8-carbonyl)-benzoyl]amino]-1-hydroxy-ethyl]-7-(methoxymethoxy)-3,4-dihydro-1H-isoquinoline-2-carboxylate